C(CCCC)N(C(N(C1=CC=CC=C1)C1=CC=CC=C1)=O)C1=CC=CC=C1 n-amyltriphenylurea